COC(=O)[C@@H]1O[C@](C[C@H]1C1=C(C=CC=C1OC)F)(C(F)(F)F)C.C(C1CO1)C1(C(C(CCC1)(CN)CN)(CC1CO1)CC1CO1)CC1CO1 |r| tetraglycidyl-di(aminomethyl)cyclohexane Methyl-rac-(2R,3S,5R)-3-(2-fluoro-6-methoxy-phenyl)-5-methyl-5-(trifluoromethyl)tetrahydrofuran-2-carboxylate